methyl-(4-(((3R,4R)-1-(2-cyanoacetyl)-4-methylpiperidin-3-yl)(methyl)amino)-7H-pyrrolo[2,3-d]pyrimidine-7-carbonyl)-L-lysine hydrochloride Cl.CN([C@@H](CCCCN)C(=O)O)C(=O)N1C=CC2=C1N=CN=C2N(C)[C@H]2CN(CC[C@H]2C)C(CC#N)=O